[Si](C1=CC=CC=C1)(C1=CC=CC=C1)(C(C)(C)C)OC1CC2(CN(C2)C2(CCOCC2)C)C1 6-[(tert-Butyldiphenylsilyl)oxy]-2-(4-methyltetrahydro-2H-pyran-4-yl)-2-azaspiro[3.3]heptane